4-Cyclopentyl-6-(1,3,4,5-tetrahydro-2H-benzazepin-2-yl)pyrimidin-2-amine C1(CCCC1)C1=NC(=NC(=C1)C1NC2=C(CCC1)C=CC=C2)N